tert-butyl ((6-(2-chloro-3-(1-(4-formyl-3,5-dimethoxyphenyl)-1H-indazol-4-yl)phenyl)-2-methoxypyridin-3-yl)methyl)((cis-3-hydroxycyclobutyl)methyl)carbamate ClC1=C(C=CC=C1C1=C2C=NN(C2=CC=C1)C1=CC(=C(C(=C1)OC)C=O)OC)C1=CC=C(C(=N1)OC)CN(C(OC(C)(C)C)=O)C[C@@H]1C[C@@H](C1)O